1-[(tert-butoxy)carbonyl]azetidine C(C)(C)(C)OC(=O)N1CCC1